C(C)(C)(C)NC(CCCN1C2=CC(=CC=C2C=2C=CN=C(C12)C)OC)=O N-(t-butyl)-4-(7-Methoxy-1-methyl-β-carbolin-9-yl)butanamide